4,6-dichloro-5-hydroxy-N-(1-methyl-4-((2-(trifluoromethyl)benzyl)carbamoyl)-1H-pyrazol-5-yl)pyridinecarboxamide ClC1=CC(=NC(=C1O)Cl)C(=O)NC1=C(C=NN1C)C(NCC1=C(C=CC=C1)C(F)(F)F)=O